BrC=1C=C2C(CCOC2=CC1)(F)F 6-bromo-4,4-difluorochroman